7-fluoro-2,3-dihydro-1H-indene-4-carboxamide FC1=CC=C(C=2CCCC12)C(=O)N